N,N'-di-1-naphthyl-N,N'-diphenyl-benzidine C1(=CC=CC2=CC=CC=C12)N(C1=CC=C(C=C1)C1=CC=C(N(C2=CC=CC=C2)C2=CC=CC3=CC=CC=C23)C=C1)C1=CC=CC=C1